CN1C(C2=C(C(=C1)C=1C(=CN(C(C1)=O)C)C=1C=NC=CC1)C=C(N2S(=O)(=O)C2=CC=C(C)C=C2)C=2C=NN(C2)C(F)(F)F)=O 6-methyl-4-(1-methyl-6-oxo-1,6-dihydro-[3,3'-bipyridin]-4-yl)-1-tosyl-2-(1-(trifluoromethyl)-1H-pyrazol-4-yl)-1,6-dihydro-7H-pyrrolo[2,3-c]pyridin-7-one